2-(((1R*,3S*)-2,2-difluoro-3-(hydroxymethyl)cyclopropyl)methyl)isoindoline-1,3-dione FC1([C@H]([C@H]1CO)CN1C(C2=CC=CC=C2C1=O)=O)F |o1:2,3|